Aminoethyl adipate C(CCCCC(=O)[O-])(=O)OCCN